C(C)[C@H]1[C@@H](COC1)N1C(=CC2=C1N=C(N=C2)NC=2C(=NN(C2)C)OC(C)C)C#N 7-((trans)-4-ethyltetrahydrofuran-3-yl)-2-((3-isopropoxy-1-methyl-1H-pyrazol-4-yl)amino)-7H-pyrrolo[2,3-d]pyrimidine-6-carbonitrile